N-(4-(4-amino-1-isopropyl-7-(4(R)-(oxetan-3-ylamino)cyclohex-1-en-1-yl)-1H-pyrazolo[4,3-c]pyridin-3-yl)-2-fluorophenyl)-2-fluoro-5-toluenesulfonamide NC1=NC=C(C2=C1C(=NN2C(C)C)C2=CC(=C(C=C2)NS(=O)(=O)C=2C=CC(=C(C)C2)F)F)C2=CC[C@@H](CC2)NC2COC2